[O-]S(=O)(=O)C(F)(F)F.[Rh+] rhodium(I) triflate